NCO[Si](OC)(C)CCC amino-propylmethyldimethoxysilane